sodium 1,4-bis(2-ethylhexyloxy)-1,4-dioxobutane-2-sulfonate (bis(2-ethylhexyl) sulfosuccinate) C(C)C(CC(C(C(=O)[O-])S(=O)(=O)O)(C(=O)O)CC(CCCC)CC)CCCC.C(C)C(COC(C(CC(=O)OCC(CCCC)CC)S(=O)(=O)O)=O)CCCC.[Na+]